FC1=C(C=CC=C1)C=1OC2=C(C1C)C=CC=C2 2-(2-Fluorophenyl)-3-methylbenzofuran